OCC1CC=2C(=NC=3N(C2N(C2CC(C2)NC(OC(C)(C)C)=O)CC2=CC=C(C=C2)OC)N=CC3)C13CC3 tert-Butyl ((1R,3R)-3-((6-(hydroxymethyl)-6,7-dihydrospiro[cyclopenta[d]pyrazolo[1,5-a]pyrimidine-5,1'-cyclopropan]-8-yl)(4-methoxybenzyl)amino)cyclobutyl)carbamate